Isopentyl 1-{(S)-2-[(S)-3-isobutyl-2-oxo-1-piperazinyl]-4-methylvaleryl}-4-piperidinecarboxylate C(C(C)C)[C@H]1C(N(CCN1)[C@H](C(=O)N1CCC(CC1)C(=O)OCCC(C)C)CC(C)C)=O